6-(6-Fluoro-4-(3-fluoro-5-formylpyridin-2-yl)indolin-1-yl)-N-((1R,2S)-2-fluorocyclopropyl)-8-(methylamino)imidazo[1,2-b]pyridazine-3-carboxamide FC1=CC(=C2CCN(C2=C1)C=1C=C(C=2N(N1)C(=CN2)C(=O)N[C@H]2[C@H](C2)F)NC)C2=NC=C(C=C2F)C=O